6-(4-((4-(1H-pyrazol-4-yl)phenyl)-amino)-pyrimidin-2-yl)-N-(1-methyl-pyrrolidin-3-yl)-1H-indole-2-carboxamide N1N=CC(=C1)C1=CC=C(C=C1)NC1=NC(=NC=C1)C1=CC=C2C=C(NC2=C1)C(=O)NC1CN(CC1)C